O1CC[C@@H]2N(CCC[C@@H]21)CC#CC2=NC=CC(=C2)N2C1CN(CC2CC1)C=1C=C(N=NC1N)C1=C(C=CC=C1)O 2-[5-[8-[2-[3-[(3aS,7aS)-3,3a,5,6,7,7a-hexahydro-2H-furo[3,2-b]pyridin-4-yl]prop-1-ynyl]-4-pyridyl]-3,8-diazabicyclo[3.2.1]octan-3-yl]-6-amino-pyridazin-3-yl]phenol